COC(=O)N1CC2=CC(=CC=C2CC1)CCC=O methyl-7-(3-oxopropyl)-3,4-dihydroisoquinoline-2(1H)-carboxylate